NC=1N=NC(=CC1N1CC2(CN(C2)C(C)=O)C1)C1=C(C=CC=C1)OCOC 1-(6-(3-amino-6-(2-(methoxymethoxy)phenyl)pyridazin-4-yl)-2,6-diazaspiro[3.3]heptan-2-yl)ethan-1-one